3-(4,5-dimethyl-thiazol-2-yl)-5-(3-carboxy-methoxy-phenyl)-2-(4-sulfo-phenyl)-2H-tetrazolium CC=1N=C(SC1C)N1N([NH2+]C(=N1)C1=C(C(=CC=C1)C(=O)O)OC)C1=CC=C(C=C1)S(=O)(=O)O